2-fluoro-N-((2R)-1-(7-(4-fluorophenyl)-9-methyl-10-oxo-3,9-diazaspiro-[5.5]undec-3-yl)-3-methyl-1-oxobutan-2-yl)-5-(trifluoromethyl)benzamide FC1=C(C(=O)N[C@@H](C(=O)N2CCC3(CC2)C(CN(C(C3)=O)C)C3=CC=C(C=C3)F)C(C)C)C=C(C=C1)C(F)(F)F